6-(4-Chloro-3-methylphenyl)-4-oxo-4,5-dihydropyrazolo[1,5-a]pyrazine-2-carboxylic acid ClC1=C(C=C(C=C1)C=1NC(C=2N(C1)N=C(C2)C(=O)O)=O)C